BrC1=CC=C(C=C1)C1NCCCC1 2-(4-bromophenyl)hexahydropyridine